4-(2-Butyl)aminoaniline CC(CC)NC1=CC=C(N)C=C1